dimethyl-4,6-dinitro-1,3-phenylenediamine CNC1=CC(=C(C=C1[N+](=O)[O-])[N+](=O)[O-])NC